(rac)-3-amino-2-(4-(hydroxymethyl)phenyl)-N-(isoquinolin-6-yl)propionamide NC[C@H](C(=O)NC=1C=C2C=CN=CC2=CC1)C1=CC=C(C=C1)CO |r|